COC(=O)C=1N=C(SC1C1=CC=CC=C1)Cl 2-chloro-5-phenyl-1,3-thiazole-4-carboxylic acid methyl ester